4-(1-hexamethyleneiminomethyl)benzophenone N1(CCCCCC1)CC1=CC=C(C(=O)C2=CC=CC=C2)C=C1